N-methyl-5-(2-methyl-2,3,4,5-tetrahydropyridin-6-yl)pyridin-2-amine CNC1=NC=C(C=C1)C=1CCCC(N1)C